N-BOC-3-aminobenzoic acid C(=O)(OC(C)(C)C)NC=1C=C(C(=O)O)C=CC1